ClC1=CC(=C(C=C1)[C@@H]1OC2=C(C=CC=C2C=C1)C1CCN(CC1)CC1=NC2=C(C=NC(=C2)C2=NOC(N2)=O)N1C[C@H]1OCC1)F 3-(2-((4-((R)-2-(4-chloro-2-fluorophenyl)-2H-chromene-8-yl)piperidin-1-yl)methyl)-3-(((S)-oxetane-2-yl)methyl)-3H-imidazo[4,5-c]pyridine-6-yl)-1,2,4-oxadiazol-5(4H)-one